CN1C(NC(C2=CC=CC=C12)=O)=O 1-methylquinazolin-2,4(1H,3H)-dione